p-benzyl-bromobenzeneboronic acid C(C1=CC=CC=C1)C1=CC(=C(C=C1)B(O)O)Br